FC1=CC=CC=2C(=NC(OC21)(C)C)C=2C=C(C(=NC2)C#N)C 5-(8-fluoro-2,2-dimethyl-1,3-benzoxazin-4-yl)-3-methyl-pyridine-2-carbonitril